2-(1-(Isocyanatomethyl)cyclopentyl)thiophene N(=C=O)CC1(CCCC1)C=1SC=CC1